(5-aminopyridin-2-yl)boric acid NC=1C=CC(=NC1)OB(O)O